CC1=CC=C(C=C1)[C@]1(COCC1)CO (S)-(3-(4-methylphenyl)tetrahydrofuran-3-yl)methanol